7-[2,4-difluoro-6-(2-methoxyethoxy)phenyl]-4-(1-methylindazol-5-yl)thieno[3,2-c]pyridine-6-carboxylic acid FC1=C(C(=CC(=C1)F)OCCOC)C=1C2=C(C(=NC1C(=O)O)C=1C=C3C=NN(C3=CC1)C)C=CS2